FC=1C=CC=2C3=C(NC2C1)CCN(C3)C(=O)OC(C)(C)C tert-butyl 7-fluoro-1,3,4,5-tetrahydro-2H-pyrido[4,3-b]indole-2-carboxylate